O=C1N(CCC(N1)=O)C=1C=CC(=NC1)N1CCC(CC1)C(=O)N1CCC(CC1)(C(=O)OC(C)(C)C)C tert-butyl 1-(1-(5-(2,4-dioxotetrahydropyrimidin-1(2H)-yl)pyridin-2-yl)piperidine-4-carbonyl)-4-methylpiperidine-4-carboxylate